N-[6-[(3R)-3-(hydroxymethyl)pyrrolidin-1-yl]-2,2-dimethyl-3H-benzofuran-5-yl]pyrazolo[1,5-a]pyrimidine-3-carboxamide OC[C@H]1CN(CC1)C1=CC2=C(CC(O2)(C)C)C=C1NC(=O)C=1C=NN2C1N=CC=C2